6-(2-(3,6-diamino-5-(2-aminoethylcarbamoyl) pyrazine-2-carboxamido) ethylamino)-6-oxohexane-1,5-diylbis(carbamate) NC=1C(=NC(=C(N1)C(NCCN)=O)N)C(=O)NCCNC(C(CCCCNC([O-])=O)NC([O-])=O)=O